ClC1=C(C(=CC=C1)N1CCN(CC1)C(C)C)NC(=O)N1CCC(CC1)(C)C1=NOC(=N1)CC1CC1 N-{2-chloro-6-[4-(propan-2-yl)piperazin-1-yl]phenyl}-4-[5-(cyclopropylmethyl)-1,2,4-oxadiazole-3-yl]-4-methylpiperidine-1-carboxamide